ClN1C(=CC=2C1=NC=CC2)C(F)(F)F chloro-2-(trifluoromethyl)-1H-pyrrolo[2,3-b]Pyridine